C(C)(=O)NC=1C=CC(=C2CCCC12)C1=CC(=C(C=C1)C[C@@H](C#N)NC(OC(C)(C)C)=O)F tert-butyl (S)-(2-(4-(7-acetamido-2,3-dihydro-1H-inden-4-yl)-2-fluorophenyl)-1-cyanoethyl)carbamate